(4-aminobenzyl)-4-hydroxybenzohydrazide NC1=CC=C(CC2=C(C(=O)NN)C=CC(=C2)O)C=C1